ClC1=CC=C(C=N1)N1C(CN(CC1)C(=O)OC(C)(C)C)=O tert-butyl 4-(6-chloro-3-pyridinyl)-3-oxo-piperazine-1-carboxylate